NCCCCCCNCCCCCCN bis(6-aminohexyl)amine